guanidine trifluoroacetic acid salt FC(C(=O)O)(F)F.NC(=N)N